IC1=C(C=CC=C1O[C@H]([C@H](CO[Si](C1=CC=CC=C1)(C1=CC=CC=C1)C(C)(C)C)C1=C(C(=O)N)C=CC(=C1)C(F)(F)F)C1=CC=C(C=C1)[N+](=O)[O-])O[C@H]([C@H](CO[Si](C1=CC=CC=C1)(C1=CC=CC=C1)C(C)(C)C)C1=C(C(=O)N)C=CC(=C1)C(F)(F)F)C1=CC=C(C=C1)[N+](=O)[O-] (1r,1'r,2s,2's)-((2-iodo-1,3-phenylene)bis(oxy)bis(3-(tert-butyldiphenylsiloxy)-1-(4-nitrophenyl)propane-1,2-diyl))bis(4-trifluoromethyl-benzamide)